7-(pyridin-2-yl)-3,4-dihydronaphthalene-1(2H)-one N1=C(C=CC=C1)C1=CC=C2CCCC(C2=C1)=O